O=C1NC2=C(N(C1)C(=O)N)N=CC=C2 2-oxo-2,3-dihydropyrido[2,3-b]pyrazine-4(1H)-carboxamide